2-[(6S)-6-[[4-(trifluoromethylsulfonyl)phenyl]methyl]-2-azaspiro[3.4]octane-2-carbonyl]-2,5-diazaspiro[3.4]octane-6-one FC(S(=O)(=O)C1=CC=C(C=C1)C[C@H]1CC2(CN(C2)C(=O)N2CC3(C2)NC(CC3)=O)CC1)(F)F